(4-amino-1,3-dihydrofuro[3,4-c][1,7]naphthyridin-8-yl)-[(3S)-3-[4-(trifluoromethyl)phenyl]morpholin-4-yl]methanone NC1=NC=2C=NC(=CC2C2=C1COC2)C(=O)N2[C@H](COCC2)C2=CC=C(C=C2)C(F)(F)F